tert-butyl N-[1-(6-{3-cyano-2-[(2-methoxyethoxy)methoxy] phenyl}-3-(3,5-difluorophenyl)quinolin-4-yl)piperidin-4-yl]carbamate C(#N)C=1C(=C(C=CC1)C=1C=C2C(=C(C=NC2=CC1)C1=CC(=CC(=C1)F)F)N1CCC(CC1)NC(OC(C)(C)C)=O)OCOCCOC